[BH4-].FC=1C=C(C=CC1[Si](C)(C)C)NC(C(NC(CC=1OC(=NN1)C)=O)C1=CC=C(C=C1)COC)=O N-(3-fluoro-4-(trimethylsilyl)phenyl)-2-(4-(methoxymethyl)phenyl)-2-(((5-methyl-1,3,4-oxadiazol-2-yl)acetyl)amino)acetamide BOROHYDRID